TetraMethylAmmonium Iodide [I-].C[N+](C)(C)C